4-cyclopropoxy-N-(3,5-difluoro-4-{[7-(2-hydroxyethoxy)-6-methoxyquinolin-4-yl]oxy}-phenyl)pyridine-3-carboxamide C1(CC1)OC1=C(C=NC=C1)C(=O)NC1=CC(=C(C(=C1)F)OC1=CC=NC2=CC(=C(C=C12)OC)OCCO)F